1,1-dimethylethyl 5-[[2-[3-[2-[(1-methylethyl)amino]-2-oxoethoxy]phenyl]-4-quinazolinyl]amino]-1H-indazole-1-carboxylate CC(C)NC(COC=1C=C(C=CC1)C1=NC2=CC=CC=C2C(=N1)NC=1C=C2C=NN(C2=CC1)C(=O)OC(C)(C)C)=O